N=1C=CN2C1N=CC(=C2)C=2C=CN1N=C(N=CC12)N[C@@H]1CC[C@H](CC1)OCCOC 5-(imidazo[1,2-a]pyrimidin-6-yl)-N-(trans-4-(2-methoxyethoxy)cyclohexyl)pyrrolo[2,1-f][1,2,4]triazin-2-amine